5-chloro-N'-hydroxy-3-isopropylsulfinyl-pyridine-2-carboxamidine ClC=1C=C(C(=NC1)C(=NO)N)S(=O)C(C)C